tert-butyl 2-(difluoromethoxy)-8-methyl-8-(trifluoromethyl)-7,8-dihydro-6H-pyrazolo[1,5-a]pyrrolo[2,3-e]pyrimidine-6-carboxylate FC(OC1=NN2C(N=CC3=C2C(CN3C(=O)OC(C)(C)C)(C(F)(F)F)C)=C1)F